1-(2-fluoroacryloyl)azetidin-3-yl 3-(((5-(((R)-1-((benzyloxy)carbonyl)piperidin-3-yl)oxy)-3-isopropylpyrazolo[1,5-a]pyrimidin-7-yl)amino)methyl)-8-azabicyclo[3.2.1]octane-8-carboxylate C(C1=CC=CC=C1)OC(=O)N1C[C@@H](CCC1)OC1=NC=2N(C(=C1)NCC1CC3CCC(C1)N3C(=O)OC3CN(C3)C(C(=C)F)=O)N=CC2C(C)C